CC(=CCN(C=1C(=C2C=CC(=CC2=CC1)/C=C/C1=CC=[N+](C=C1)CCCS(=O)(=O)O)C(F)(F)F)CC=C(C)C)C 4-[(1E)-2-{6-[Bis(3-methylbut-2-en-1-yl)amino]-5-(trifluoromethyl)naphthalen-2-yl}ethenyl]-1-(3-sulfopropyl)pyridin-1-ium